2-methyl-6-(1'-(3,3,3-trifluoro-2-hydroxy-2-phenylpropanoyl)-4,4'-bipiperidin-1-yl)isoquinolin-1(2H)-one CN1C(C2=CC=C(C=C2C=C1)N1CCC(CC1)C1CCN(CC1)C(C(C(F)(F)F)(C1=CC=CC=C1)O)=O)=O